methylsilanol carboxymethyl-theophyllinate C(=O)(O)CC(N1C(=O)N(C)C=2N=CNC2C1=O)C(=O)O.C[SiH2]O